3-(4-bromophenyl)prop-2-yn-1-ol BrC1=CC=C(C=C1)C#CCO